FC1=CN=CC(=N1)N1N=C(C(=C1)C(=O)NC1=NC(=CC=C1)C=1N2C(=NN1)CC[C@H]2C)OC (R)-1-(6-Fluoropyrazin-2-yl)-3-methoxy-N-(6-(5-methyl-6,7-dihydro-5H-pyrrolo[2,1-c][1,2,4]triazol-3-yl)pyridin-2-yl)-1H-pyrazole-4-carboxamide